O1COC2=C1C=CC(=C2)C2=CN=C1N2C=C(N=C1)C=1C=CC(=NC1)OCCCN 3-[[5-[3-(1,3-benzodioxol-5-yl)imidazo[1,2-a]pyrazin-6-yl]-2-pyridyl]oxy]-propan-1-amine